hydroxypropyl disulfide bis(3-mercaptobutyrate) SC(CC(=O)O)C.SC(CC(=O)O)C.OCCCSSCCCO